C1(=CC=CC=C1)N1C2=CC=CC=C2C=2C=C(C=CC12)C1=CC=C(C=C1)NC1=CC=2C(C3=CC=CC=C3C2C=C1)(C)C N-(4-(9-phenyl-9H-carbazol-3-yl)phenyl)-9,9-dimethyl-9H-fluoren-2-amine